4-(aminomethyl)hexan-1-ol NCC(CCCO)CC